FC=1C(=C(C=C(C1)C1=NOC(=N1)[C@@H]1[C@H](C1)F)NC(=O)C1=CN=C2N1C=C(C=C2)C)C N-(3-fluoro-5-(5-((1R,2S)-2-fluorocyclopropyl)-1,2,4-oxadiazol-3-yl)-2-methylphenyl)-6-methylimidazo[1,2-a]pyridine-3-carboxamide